11-azatricyclo[6.2.1.02,7]Undec-2,4,6-triene hydrochloride Cl.C12C3=CC=CC=C3C(CC1)N2